ClC=1C(=NC(=C(C#N)C1)NC1=C(C(=CC=C1)C#N)OC)C1CC1 5-chloro-2-((3-cyano-2-methoxyphenyl)amino)-6-cyclopropylnicotinonitrile